C(C1=CC=CC=C1)OC(=O)N[C@H](C(=O)O)CNC(C1=CC=C(C=C1)C(=O)OC)=O (S)-2-(((benzyloxy)carbonyl)amino)-3-(4-(methoxycarbonyl)benzamido)propanoic acid